(E)-3-(2,3-dihydrobenzofuran-6-yl)-1-(4-(6-methoxynicotinoyl)piperazin-1-yl)prop-2-en-1-one O1CCC2=C1C=C(C=C2)/C=C/C(=O)N2CCN(CC2)C(C2=CN=C(C=C2)OC)=O